NC1=NC=2C=C(C=CC2C2=C1NC(=N2)[C@H]2CN(CC2)C(=O)OC(C)(C)C)Br tert-butyl (R)-3-(4-amino-7-bromo-3H-imidazo[4,5-c]quinolin-2-yl)pyrrolidine-1-carboxylate